(R)-4-(3-(3-chloro-5-(trifluoromethyl)pyridin-2-yloxy)pyrrolidin-1-yl)biphenyl-3-amine ClC=1C(=NC=C(C1)C(F)(F)F)O[C@H]1CN(CC1)C1=C(C=C(C=C1)C1=CC=CC=C1)N